3-oxa9-azaspiro[5.5]undecane C1COCCC12CCNCC2